erbium ytterbium chromium cerium [Ce].[Cr].[Yb].[Er]